bis(3-(difluoromethyl)-4-fluorophenyl)(5-methyl-1-((2-(trimethylsilyl)ethoxy)methyl)-1H-imidazol-2-yl)methanol FC(C=1C=C(C=CC1F)C(O)(C=1N(C(=CN1)C)COCC[Si](C)(C)C)C1=CC(=C(C=C1)F)C(F)F)F